(1S,3R)-3-methyl-1-(4-methyl-4H-1,2,4-triazol-3-yl)cyclobutane CC1CC(C1)C1=NN=CN1C